FC(OC=1C=CC(=NC1)C=1C=NN(C1)C12CC(C1)(C2)N)(F)F 3-{4-[5-(trifluoromethoxy)pyridin-2-yl]-1H-pyrazol-1-yl}bicyclo[1.1.1]pentan-1-amine